(S)-N-(benzo[b]thiophen-5-ylmethyl)-4-(2-(3-fluoro-4-methylphenyl)-2H-pyrazolo[3,4-d]pyrimidin-4-yl)piperazine-2-carboxamide S1C2=C(C=C1)C=C(C=C2)CNC(=O)[C@H]2NCCN(C2)C=2C=1C(N=CN2)=NN(C1)C1=CC(=C(C=C1)C)F